(R)-N-ethyl-5-fluoro-2-((5-(2-(6-hydroxy-2-methylhexan-3-yl)-2,6-diazaspiro[3.4]octan-6-yl)-1,2,4-triazin-6-yl)oxy)-N-isopropylbenzamide C(C)N(C(C1=C(C=CC(=C1)F)OC1=C(N=CN=N1)N1CC2(CN(C2)[C@@H](C(C)C)CCCO)CC1)=O)C(C)C